CC1=NC(=C(C#N)C(=C1)C(F)(F)F)N1[C@@H]([C@@H]2[C@H](C1)CCC2)C=2N(C=CN2)C=2C=C(C=CC2)C 6-methyl-2-((1S,3aR,6aS)-1-(1-(m-tolyl)-1H-imidazol-2-yl)hexahydrocyclopenta[c]pyrrol-2(1H)-yl)-4-(trifluoromethyl)nicotinonitrile